FC=1C=C2C(=NNC2=CC1OCCOC)C1=CC(=NO1)C1=CC=C(C(=O)N2[C@H](CCC2)CNS(=O)(=O)C)C=C1 N-{[(2R)-1-(4-{5-[5-Fluoro-6-(2-methoxyethoxy)-1H-indazol-3-yl]-1,2-oxazol-3-yl}benzoyl)pyrrolidin-2-yl]methyl}methansulfonamid